C(C)(C)(C)OC(=O)N(CCCC1=NN=C(O1)C1=C(C=CC(=C1)C)S(=O)(=O)N1[C@@H](CCC1)C(=O)O)C1CCC(CC1)(F)F ((2-(5-(3-((tert-Butoxycarbonyl)(4,4-difluorocyclohexyl)amino)propyl)-1,3,4-oxadiazol-2-yl)-4-methylphenyl)sulfonyl)-L-proline